C(C)(C)OC=1C=CC(=NC1)COC1=NN=C(S1)NC(=O)C=1C(=NC(=C(C1C1=CC=NC=C1)OC)C)C N-(5-((5-isopropoxypyridin-2-yl)methoxy)-1,3,4-thiadiazol-2-yl)-5-methoxy-2,6-dimethyl-(4,4-bipyridine)-3-carboxamide